7-[3-(2-methoxyphenyl)-1,2,4-oxadiazol-5-yl]-1,2,3,4-tetrahydro-quinoxalin-2-one COC1=C(C=CC=C1)C1=NOC(=N1)C1=CC=C2NCC(NC2=C1)=O